3-((2S)-2-hydroxy-3-(8-(naphthalen-1-ylsulfonyl)-1-oxa-8-azaspiro[4.5]decan-3-ylamino)propoxy)-N-methylbenzenesulfonamide O[C@H](COC=1C=C(C=CC1)S(=O)(=O)NC)CNC1COC2(C1)CCN(CC2)S(=O)(=O)C2=CC=CC1=CC=CC=C21